(4-chlorophenoxy)-N-(4-((3-(4-chlorophenyl)ureido)methyl)piperidin-1-yl)acetamide ClC1=CC=C(OCC(=O)NN2CCC(CC2)CNC(=O)NC2=CC=C(C=C2)Cl)C=C1